[N+](=O)([O-])C1=C(C=CC(=C1)[N+](=O)[O-])[O-] 2,4-dinitrophenolate